9,10-dipropoxy-2-ethyl-anthracene C(CC)OC=1C2=CC=CC=C2C(=C2C=CC(=CC12)CC)OCCC